ClC=1SC(=C(N1)C(=O)N1CC2(C1)C=C(C(C(C2)(C)C)=O)C#N)C(C)C 2-[2-chloro-5-(propan-2-yl)-1,3-thiazole-4-carbonyl]-8,8-dimethyl-7-oxo-2-azaspiro[3.5]non-5-ene-6-carbonitrile